C1(CC1)N1C(=NC2=C1C=C(C(=C2)NC=2SC(=NN2)C2=C(C=C(C(=C2OC)OC)OC)C)OC)C=2OC=CC2 N-(1-cyclopropyl-2-(2-furyl)-6-methoxy-5-benzimidazolyl)-5-(3,4,5-trimethoxytolyl)-1,3,4-thiadiazole-2-amine